6-Chloropyrido[3,4-d]pyrimidin-4-ol ClC1=CC2=C(N=CN=C2O)C=N1